BrC1=NSC(=N1)C1=NN=C2N1CCN[C@@H]2C (R)-3-bromo-5-(8-methyl-5,6,7,8-tetrahydro-[1,2,4]triazolo[4,3-a]pyrazin-3-yl)-1,2,4-thiadiazole